(R)-2-methyl-4-(2-(4-nitro-2-(prop-1-en-2-yl)phenoxy)ethyl)piperazine-1-carboxylic acid tert-butyl ester C(C)(C)(C)OC(=O)N1[C@@H](CN(CC1)CCOC1=C(C=C(C=C1)[N+](=O)[O-])C(=C)C)C